OC(=O)C(F)(F)F.N1N=CC(=C1)C1=CC2=C(N=C(S2)NCC2CNCC2)C=C1 6-(1H-pyrazol-4-yl)-N-(pyrrolidin-3-ylmethyl)benzo[d]thiazol-2-amine TFA salt